N-[(3R,4S)-3-fluoro-1-methylpiperidin-4-yl]-6-[7-methoxy-8-(prop-2-enamido)naphthalen-2-yl]pyridine-2-carboxamide F[C@@H]1CN(CC[C@@H]1NC(=O)C1=NC(=CC=C1)C1=CC2=C(C(=CC=C2C=C1)OC)NC(C=C)=O)C